(±)-3-((3-(4-(Piperidin-4-yl)piperazin-1-yl)phenyl)amino)piperidine-2,6-dione N1CCC(CC1)N1CCN(CC1)C=1C=C(C=CC1)N[C@H]1C(NC(CC1)=O)=O |r|